N1N=NC2=C1C=CC=C2.F[P-](F)(F)(F)(F)F hexafluorophosphate-benzotriazol